C(C)(C)C1=C(NC2=CC=C(C=C12)CC1CN(C1)CCS(=O)(=O)C)C=1C(=C(C(N(C1)C)=O)C)C 5-(3-Isopropyl-5-((1-(2-(methylsulfonyl)ethyl)azetidin-3-yl)methyl)-1H-indol-2-yl)-1,3,4-trimethylpyridin-2(1H)-on